2-[4-[[[7-(4-bromo-3-chloro-benzoyl)-2-(4-methoxyphenyl)-3-oxo-6,8-dihydro-5H-imidazo[1,5-a]pyrazine-1-carbonyl]amino]methyl]phenoxy]acetic acid BrC1=C(C=C(C(=O)N2CC=3N(CC2)C(N(C3C(=O)NCC3=CC=C(OCC(=O)O)C=C3)C3=CC=C(C=C3)OC)=O)C=C1)Cl